4-(4-amino-2-methylphenyl)-3-(4-(((1-cyanocyclopropyl)methyl)carbamoyl)-3-methoxyphenyl)-5-methyl-1H-pyrrole-2-carboxamide NC1=CC(=C(C=C1)C=1C(=C(NC1C)C(=O)N)C1=CC(=C(C=C1)C(NCC1(CC1)C#N)=O)OC)C